2-(2-cyclopentylethoxy)-1-fluoro-4-nitrobenzene C1(CCCC1)CCOC1=C(C=CC(=C1)[N+](=O)[O-])F